C(C)(C)(CC(C)(C)C)C1=CC=C(OCC(=O)O)C=C1 4-t-octylphenoxyacetic acid